N[C@@H]1[C@@H](OCC12CCN(CC2)C=2C(=NC(=C(C2)C)C2=C(C(=CC=C2)Cl)Cl)CO)C (3-[(3S,4S)-4-amino-3-methyl-2-oxa-8-azaspiro[4.5]decan-8-yl]-6-(2,3-dichlorophenyl)-5-methylpyridin-2-yl)methanol